tert-butyl 4-(3-hydroxy cyclobutoxy)benzoate OC1CC(C1)OC1=CC=C(C(=O)OC(C)(C)C)C=C1